8-fluoro-2-(6-methoxypyridin-3-yl)-2,3-dihydrobenzo[b][1,4]Dioxine-6-carbaldehyde FC1=CC(=CC2=C1OC(CO2)C=2C=NC(=CC2)OC)C=O